C(=O)([O-])CN([C@@H](CCC(=O)[O-])C(=O)[O-])CC(=O)[O-].[Na+].[Na+].[Na+].[Na+] tetrasodium N,N-bis(carboxylatomethyl)-L-glutamate